ClC=1C(=NC(=NC1)NC1=CC(=C(C=C1)N1CCN(CC1)C(C(F)(F)F)=O)C=1C=NN(C1)C)NC1=C(C=CC=C1)P(=O)(C)C 1-(4-(4-((5-Chloro-4-((2-(dimethylphosphoryl)phenyl)amino)pyrimidin-2-yl)amino)-2-(1-Methyl-1H-pyrazol-4-yl)phenyl)piperazin-1-yl)-2,2,2-trifluoroethane-1-one